1-(4-chlorophenyl)-N,N-dimethylpyrrolidin-3-amine ClC1=CC=C(C=C1)N1CC(CC1)N(C)C